(2R,5S)-tert-butyl 5-methyl-2-(2-(1,5,5-trimethylpiperidin-3-yl)-2H-indazol-6-yl)piperidine-1-carboxylate C[C@H]1CC[C@@H](N(C1)C(=O)OC(C)(C)C)C=1C=CC2=CN(N=C2C1)C1CN(CC(C1)(C)C)C